CC1=NC(=CC(=C1)C=1C(=C(C(=CC1)C1=NC(=NC(=N1)C1=CC=CC=C1)C1=CC=CC=C1)C=1C=CC=2N(C3=CC=CC=C3C2C1)C1=CC=CC=C1)C=1C=CC=2N(C3=CC=CC=C3C2C1)C1=CC=CC=C1)C 3,3'-(3-(2,6-dimethylpyridin-4-yl)-6-(4,6-diphenyl-1,3,5-triazin-2-yl)-1,2-phenylene)bis(9-phenyl-9H-carbazole)